(S)-1-(4-(3-FLUOROPYRROLIDIN-1-YL)PYRIDIN-2-YL)-N-(1-METHYL-1H-INDAZOL-7-YL)-1H-PYRAZOLE-4-SULFONAMIDE F[C@@H]1CN(CC1)C1=CC(=NC=C1)N1N=CC(=C1)S(=O)(=O)NC=1C=CC=C2C=NN(C12)C